N4-methyl-cytosine CNC1=NC(NC=C1)=O